20-chloro-23-((2S,5R)-2,5-dimethyl-4-(2-propenoyl)-1-piperazinyl)-12-oxa-1,24,27-triazapentacyclo[17.6.2.0~2,7~.0~13,18~.0~22,26~]heptacosa-2,4,6,9,13,15,17,19,21,23,26-undecaen-25-one ClC1=C2C3=CC=CC=C3OCC=CCC3=CC=CC=C3N3C(N=C(C(=C1)C3=N2)N2[C@H](CN([C@@H](C2)C)C(C=C)=O)C)=O